(6-(3-(pyridin-2-yl)-5-(trifluoromethyl)-1H-pyrazol-1-yl)-2-azaspiro[3.3]heptan-2-yl)methanone N1=C(C=CC=C1)C1=NN(C(=C1)C(F)(F)F)C1CC2(CN(C2)C=O)C1